3-cyano-6-(1-methyl-1H-pyrazol-4-yl)pyrazolo[1,5-a]pyridine-4-yl trifluoromethanesulfonate FC(S(=O)(=O)OC=1C=2N(C=C(C1)C=1C=NN(C1)C)N=CC2C#N)(F)F